BrC1=CC=CC(=N1)C=1N2C(=NN1)CC[C@@H]2CF (5R)-3-(6-bromopyridin-2-yl)-5-(fluoromethyl)-6,7-dihydro-5H-pyrrolo[2,1-c][1,2,4]triazole